FC=1C=C(C=NC1)N1CC2(CN(C2)C(=O)N2CC3(C2)NC(OC3)=O)C1 2-[6-(5-fluoro-3-pyridyl)-2,6-diazaspiro[3.3]heptane-2-carbonyl]-7-oxa-2,5-diazaspiro[3.4]octan-6-one